(S)-N-(4-(3-Aminopiperidin-1-yl)-5-(1-(2,2,2-trifluoroethyl)-1H-pyrazol-4-yl)pyridin-2-yl)-1-isobutyl-1H-pyrazolo[3,4-b]pyridin-6-amine N[C@@H]1CN(CCC1)C1=CC(=NC=C1C=1C=NN(C1)CC(F)(F)F)NC1=CC=C2C(=N1)N(N=C2)CC(C)C